methyl 3-(5-fluoroindol-1-yl)cyclobutanecarboxylate FC=1C=C2C=CN(C2=CC1)C1CC(C1)C(=O)OC